BrC=1C=C(C(=NC1OC(C)C1=CC(=CC(=C1)F)F)C)C(=N)N(C)CC [5-bromo-6-[1-(3,5-difluorophenyl)ethoxy]-2-methyl-3-pyridyl]-N-ethyl-N-methyl-formamidine